NC1=C(C(=O)NC2=C(C(=O)O)C=CC=C2)C=CC=C1 2-(2-aminobenzamido)benzoic acid